C(C)(C)(C)OC(=O)C1CCCCC1 cyclohexane-1-Carboxylic acid tert-butyl ester